F[C@H]1[C@@H](CN(C1)C1=NC(=C2N=CN(C2=N1)C)NC=1C(=NN(C1)CCCN1CCNCC1)OC)NC(OC(C)(C)C)=O tert-butyl N-[(3R,4R)-4-fluoro-1-[6-[[3-methoxy-1-(3-piperazin-1-ylpropyl)pyrazol-4-yl]amino]-9-methyl-purin-2-yl]pyrrolidin-3-yl]carbamate